5-cyclopropylisoxazole-3-carboxylic acid C1(CC1)C1=CC(=NO1)C(=O)O